4'-(p-tolyl)-7-(trifluoromethyl)spiro[chromane-2,1'-cyclohexan]-4-one C1(=CC=C(C=C1)C1CCC2(CC1)OC1=CC(=CC=C1C(C2)=O)C(F)(F)F)C